[Cr](=O)([O-])[O-].[Ti+4].[Cr](=O)([O-])[O-] titanium chromite